C(C)C1=CCC1 ethyl-cyclobutene